8-(6-fluoropyridin-3-yl)imidazo[1,2-a]pyridine FC1=CC=C(C=N1)C=1C=2N(C=CC1)C=CN2